C(C)(C)(C)OC(=O)N1CCN(CC1)C1=CC=C(C=C1)CC(=O)O 2-(4-(4-(tert-Butoxycarbonyl)piperazin-1-yl)phenyl)acetic acid